1-(1-cyanopyrrolidin-3-yl)-3-(3-phenoxyphenyl)urea C(#N)N1CC(CC1)NC(=O)NC1=CC(=CC=C1)OC1=CC=CC=C1